S(=O)(=O)(O)O.C1=CC=CC=2[C@@]34CCCC[C@H]3[C@@H](CC12)NCC4 morphinane sulfate